N=1C=C(N2N=CC=CC21)NC(=O)C2=CC1=CN(N=C1C=C2OC)C2CCC(CC2)N(CCC2CCN(CC2)C(=O)OC(C)(C)C)C tert-butyl 4-(2-((4-(5-(imidazo[1,2-b]pyridazin-3-ylcarbamoyl)-6-methoxy-2H-indazol-2-yl)cyclohexyl)(methyl)amino)ethyl)piperidine-1-carboxylate